C(CCCCCC#N)#N heptandinitrile